C(C1=CC=CC=C1)NC(CC1=NC=C(C=C1)C1=C(C=C(C=C1)OCCN1C(COCC1)C)C)=O N-benzyl-2-(5-(2-methyl-4-(2-(3-methylmorpholino)ethoxy)phenyl)pyridin-2-yl)acetamide